ClC1=C(C(=O)NC=2OC=NN2)C=CC(=C1S(=O)CCC)S(=O)(=O)C 2-chloro-4-(methylsulfonyl)-N-(1,3,4-oxadiazol-2-yl)-3-(propylsulfinyl)benzamide